CN1N=CC(=C1C1=CC=2N(C=C1)N=C(C2)NC2=NC=NC(=C2)C(F)(F)F)O[C@@H]2CN(CC2)C 5-[2-methyl-4-[(3S)-1-methylpyrrolidin-3-yl]oxy-pyrazol-3-yl]-N-[6-(trifluoromethyl)pyrimidin-4-yl]pyrazolo[1,5-a]pyridin-2-amine